C1(CC1)C1=NN(C=N1)C1CC2(CN(C2)C(=O)N2CC3(C2)CN(C3)CC=3N(N=CC3)C)C1 [6-(3-cyclopropyl-1,2,4-triazol-1-yl)-2-azaspiro[3.3]heptan-2-yl]-[6-[(2-methylpyrazol-3-yl)methyl]-2,6-diazaspiro[3.3]heptan-2-yl]methanone